2,5-bis(3-(2-decyltetradecyl)thiophen-2-yl)thieno[3,2-b]-thiophene C(CCCCCCCCC)C(CC1=C(SC=C1)C1=CC2=C(S1)C=C(S2)C=2SC=CC2CC(CCCCCCCCCCCC)CCCCCCCCCC)CCCCCCCCCCCC